7-amino-2-(4-(aminomethyl)-4-methylpiperidin-1-yl)-5-((2,3-dichlorophenyl)thio)quinazolin-4(3H)-one NC1=CC(=C2C(NC(=NC2=C1)N1CCC(CC1)(C)CN)=O)SC1=C(C(=CC=C1)Cl)Cl